[(8R)-8-(3,5-difluorophenyl)-10-oxo-6,9-diazaspiro[4.5]decan-9-yl]-N-[(2R)-2'-oxospiro[1,3-dihydroindene-2,3'-1H-pyrrolo[2,3-b]pyridine]-5-yl]acetamide FC=1C=C(C=C(C1)F)[C@@H]1CNC2(CCCC2)C(N1CC(=O)NC=1C=C2C[C@]3(C(NC4=NC=CC=C43)=O)CC2=CC1)=O